NC1=C(N[C@H]2C[C@H](C2)C(=O)OC)C=CC(=C1)F methyl cis-3-(2-amino-4-fluoro-anilino)cyclobutanecarboxylate